O=C1N(C=C(C=C1C(=O)O)CC1CCOCC1)C1=CC=C(C=C1)C 2-oxo-5-((tetrahydro-2H-pyran-4-yl)methyl)-1-(p-tolyl)-1,2-dihydropyridine-3-carboxylic acid